C[C@@H]1CN(C[C@@H]2COC3=C(C=4CCNCC4C=C3)CN21)C2=C1C=CC=NC1=C(C=C2)C#N 5-((8aR,12R)-12-methyl-3,4,8a,9,11,12-hexahydro-1H-pyrazino[2',1':3,4][1,4]oxazepino[6,7-f]isoquinolin-10(2H,8H,14H)-yl)quinoline-8-carbonitrile